(2S,3R)-2-{[3'-(difluoromethyl)-2-fluoro[1,1'-biphenyl]-3-yl]methyl}-3-[(ethanesulfonyl)amino]-4,4-difluoropyrrolidine-1-carboxylic acid tert-butyl ester C(C)(C)(C)OC(=O)N1[C@H]([C@H](C(C1)(F)F)NS(=O)(=O)CC)CC=1C(=C(C=CC1)C1=CC(=CC=C1)C(F)F)F